4-(aminomethyl)picolinonitrile NCC1=CC(=NC=C1)C#N